2-(3-t-butyl-2-hydroxyphenyl)benzimidazole C(C)(C)(C)C=1C(=C(C=CC1)C=1NC2=C(N1)C=CC=C2)O